phenoxyisoindoline O(C1=CC=CC=C1)C1NCC2=CC=CC=C12